2-(((2-((2-(2,6-dioxopiperidin-3-yl)-1-oxoisoindolin-5-yl)oxy)cyclohexyl)amino)methyl)benzonitrile O=C1NC(CCC1N1C(C2=CC=C(C=C2C1)OC1C(CCCC1)NCC1=C(C#N)C=CC=C1)=O)=O